4-(2-((6-(1-methyl-1H-pyrazol-4-yl)-9H-pyrimido[4,5-b]indol-4-yl)oxy)ethyl)morpholine CN1N=CC(=C1)C=1C=C2C3=C(NC2=CC1)N=CN=C3OCCN3CCOCC3